ClC1=C(C(=O)N[C@@H]2[C@H](CN(CC2)C2=NC=C(C=C2)C2=C3C=CC=NC3=CC(=C2)C=2C=NN(C2)C)O)C=CC=C1 2-Chloro-N-((3S,4S)-3-hydroxy-1-(5-(7-(1-methyl-1H-pyrazol-4-yl)quinolin-5-yl)pyridin-2-yl)piperidin-4-yl)benzamide